COC1=C(C(=CC=C1)P(C2=CC=CO2)C3=CC=CO3)C4=C(C=CC=C4P(C5=CC=CO5)C6=CC=CO6)OC (R)-(6,6'-dimethoxybiphenyl-2,2'-diyl)bis(di-2-furylphosphine)